salicylic acid-4-iso-propylbenzyl ester C(C)(C)C1=CC=C(COC(C=2C(O)=CC=CC2)=O)C=C1